3-hydroxy-8-phenylquinazoline-2,4(1H,3H)-dione ON1C(NC2=C(C=CC=C2C1=O)C1=CC=CC=C1)=O